zirconium phosphate P(=O)([O-])([O-])[O-].[Zr+4].P(=O)([O-])([O-])[O-].P(=O)([O-])([O-])[O-].P(=O)([O-])([O-])[O-].[Zr+4].[Zr+4]